C(CCCCC(C)C)O.[Al] aluminum isooctyl alcohol